2-amino-8-chloro-9H-benzo[e]pyrazolo[5,1-b][1,3]oxazin-9-one NC1=NN2C(OC3=C(C2=O)C(=CC=C3)Cl)=C1